C(C1CO1)OCC(CC)(COCC1CO1)COCC1CO1 1-(2,3-Epoxypropoxy)-2,2-bis((2,3-epoxypropoxy)methyl)butan